3''-(1-methyl-1H-benzo[d]imidazol-2-yl)-4'-(3-(1-methyl-1H-benzo[d]imidazol-2-yl)phenyl)-6'-phenyl[1,1':2',1''-terphenyl] CN1C(=NC2=C1C=CC=C2)C=2C=C(C=CC2)C=2C(=C(C=C(C2)C2=CC(=CC=C2)C2=NC1=C(N2C)C=CC=C1)C1=CC=CC=C1)C1=CC=CC=C1